tris(propionyl ethyl acetate) iron [Fe+3].C(CC)(=O)C(C(=O)[O-])CC.C(CC)(=O)C(C(=O)[O-])CC.C(CC)(=O)C(C(=O)[O-])CC